2-[2-(6-chloroquinoxalin-2-yl)sulfanyl-ethyl]malononitrile ClC=1C=C2N=CC(=NC2=CC1)SCCC(C#N)C#N